ClC=1N=C2NS(C=3C=CC=C(C(N[C@@H](COC(C1)=N2)CC(C)C)=O)C3)(=O)=O (11R)-6-chloro-11-isobutyl-2,2-dioxo-9-oxa-2λ6-thia-3,5,12,19-tetrazatricyclo[12.3.1.14,8]nonadeca-1(18),4,6,8(19),14,16-hexaen-13-one